C(C)(C)S(=O)(=O)C=1C=C(C(=O)O)C=C(C1)OC(F)(F)F 3-(isopropylsulfonyl)-5-(trifluoromethoxy)benzoic acid